Cl.Cl.CC1=NC(=NC(=C1)C)N1CC2CNCC2C1 2-(4,6-Dimethylpyrimidin-2-yl)octahydropyrrolo[3,4-c]pyrrole bis-HCl salt